2-((4-((6-((4-cyano-2-fluorophenoxy)methyl)pyridin-2-yl)thio)piperidin-1-yl)methyl)-1-((1-ethyl-1H-imidazol-5-yl)methyl)-1H-benzo[d]imidazole-6-carboxylic acid C(#N)C1=CC(=C(OCC2=CC=CC(=N2)SC2CCN(CC2)CC2=NC3=C(N2CC2=CN=CN2CC)C=C(C=C3)C(=O)O)C=C1)F